FC(C1=CC=C(C=C1)/C=C/C1CCN(CC1)C(C=C)=O)(F)F 1-{4-[(E)-2-[4-(trifluoromethyl)phenyl]vinyl]piperidin-1-yl}prop-2-en-1-one